Magnesium aluminum zinc oxide [O-2].[Zn+2].[Al+3].[Mg+2]